Cl.FC=1C(=CC2=C(C1)[C@@H]1NCCC[C@@H]1O2)OC(F)(F)F Cis-(4aS,9bS)-8-fluoro-7-(trifluoromethoxy)-1,2,3,4,4a,9b-hexahydrobenzofuro[3,2-b]pyridine hydrochloride